[Sn].[In].[Ga].[Fe] iron-gallium-indium-tin